Tert-butyl (2S)-2-{[3-(5-methyl-1,3-thiazol-2-yl)-5-({(1R)-1-[2-(trifluoromethyl)pyrimidin-5-yl]ethyl}carbamoyl)phenoxy]-methyl}pyrrolidine-1-carboxylate CC1=CN=C(S1)C=1C=C(OC[C@H]2N(CCC2)C(=O)OC(C)(C)C)C=C(C1)C(N[C@H](C)C=1C=NC(=NC1)C(F)(F)F)=O